rac-3-(2-Methyl-5-nitro-4-oxoquinazolin-3(4H)-yl)-(3-2H)-piperidine-2,6-dione CC1=NC2=CC=CC(=C2C(N1[C@]1(C(NC(CC1)=O)=O)[2H])=O)[N+](=O)[O-] |r|